FC(N1N=CC=C1[C@]1(NC(NC1=O)=O)CNC(=O)C=1C(=CC(=CC1)F)C1=CC=C(C=C1)C(F)(F)F)F |r| rac-N-({4-[1-(difluoromethyl)-1H-pyrazol-5-yl]-2,5-dioxoimidazolidin-4-yl}methyl)-5-fluoro-4'-(trifluoromethyl)[biphenyl]-2-carboxamide